(S)-2-(3-Bromo-5-((3-methylpiperidin-1-yl)methyl)phenyl)-6-(3-((4-methyl-4H-1,2,4-triazol-3-yl)methyl)oxetan-3-yl)isoindolin-1-one BrC=1C=C(C=C(C1)CN1C[C@H](CCC1)C)N1C(C2=CC(=CC=C2C1)C1(COC1)CC1=NN=CN1C)=O